BrC=1C=2N(C(=NC1C)N1CCC3(CC1)[C@@H](C1=CC=CC=C1C3)N[S@@](=O)C(C)(C)C)C=CN2 (S)-N-((S)-1'-(8-Bromo-7-methylimidazo[1,2-c]pyrimidin-5-yl)-1,3-dihydrospiro[indene-2,4'-piperidin]-1-yl)-2-methylpropane-2-sulfinamide